N1=C(C=CC=C1)SSC1=CC=CC(=N1)N 6-(2-pyridyldithio)-2-pyridinamine